N-((E)-((S)-4-bromo-5-chloro-2-phenyl-2,3-dihydrobenzofuran-2-yl)methylene)-2-methylpropan-2-sulfinamide BrC1=C(C=CC2=C1C[C@](O2)(C2=CC=CC=C2)\C=N\S(=O)C(C)(C)C)Cl